5-(2-methoxy-6-methylphenyl)-3-(4-(4-methylpiperazin-1-yl)phenyl)-1H-pyrazolo[4,3-c]pyridazin-6(5H)-one COC1=C(C(=CC=C1)C)N1N=C2C(=CC1=O)NN=C2C2=CC=C(C=C2)N2CCN(CC2)C